1,1-Dioxo-2,3-dihydrobenzo[f][1,2,5]thidiazepine O=S1(NCC=NC2=C1C=CC=C2)=O